C(C)(C)(C)OC(NCCC)=O N-propyl-carbamic acid tert-butyl ester